(2,2-Difluoroethyl)((1-methyl-5-nitro-1H-indazol-3-yl)methyl)carbamic acid tert-butyl ester C(C)(C)(C)OC(N(CC1=NN(C2=CC=C(C=C12)[N+](=O)[O-])C)CC(F)F)=O